6-[4-[Acetyl(2,2-difluoroethyl)amino]-3-methyl-phenyl]-N-(3-pyridylmethyl)pyridine-3-carboxamide C(C)(=O)N(C1=C(C=C(C=C1)C1=CC=C(C=N1)C(=O)NCC=1C=NC=CC1)C)CC(F)F